ClC1(C(C(=CC(C1)(C)F)C)NC1=CC=CC=C1)C 3-chloro-5-fluoro-mesitylaniline